COS(=O)(=O)[O-].C(CCCCCCCCCCCCCCC(C)C)C([NH+](C)C(C)C)CCCCCCCCCCCCCCCC(C)C bisisostearyl-isopropyl-dimethyl-ammonium methyl-sulfate